3-(4-((1-(tert-butoxy)-2-methyl-1-ketopropan-2-yl)oxy)phenyl)propanoic acid C(C)(C)(C)OC(C(C)(C)OC1=CC=C(C=C1)CCC(=O)O)=O